OCC1N(CCC1)C(C)=O 1-(2-(hydroxymethyl)pyrrolidin-1-yl)ethan-1-one